C12(CC3CC(CC(C1)C3)C2)C(=O)OC(C)S(=O)(=O)[O-] (adamantane-1-carbonyloxy)ethane-1-sulfonate